(Z)-3-(cyanomethylene)piperidine-1-carboxylic acid tert-butyl ester C(C)(C)(C)OC(=O)N1C\C(\CCC1)=C/C#N